COC1=CC=C2C(=CC=NC2=C1)N1CCC(CC1)C(C#N)C 2-(1-(7-methoxyquinolin-4-yl)piperidin-4-yl)propionitrile